(Z)-hexadec-9-ene CCCCCCCC\C=C/CCCCCC